BrC1=CC=C(C(=O)N2CCN(CC2)C(=O)OCCCC)C=C1 butyl 4-(4-bromobenzoyl)piperazine-1-carboxylate